samarium di-iodide [I-].[I-].[Sm+2]